N1(CCCC1)C1=NC=CC=C1C1=CC=C(C=C1)S(=O)(=O)Cl 4-(2-(pyrrolidin-1-yl)pyridin-3-yl)benzenesulfonyl chloride